tert-Butyl (2-methyl-4-(6-(4-methylpiperazin-1-yl)pyrazolo[1,5-a]pyrazin-4-yl)benzyl)carbamate CC1=C(CNC(OC(C)(C)C)=O)C=CC(=C1)C=1C=2N(C=C(N1)N1CCN(CC1)C)N=CC2